(2S)-2-amino-3-sulfanyl-propionic acid N[C@@H](C(=O)O)CS